C1=C(C=CC=2C3=CC=CC=C3CC12)NC1=NC(=NC2=CC=C(C=C12)C1(C(C=C(C(=O)N)C=C1OC)OC)OC)C1=CC2=CC=CC=C2C=C1 4-((9H-fluoren-2-yl)amino-2-(naphthalen-2-yl)quinazolin-6-yl)-3,4,5-trimethoxybenzamide